2-(2-carboxyvinyl)phenylboronic acid C(=O)(O)C=CC1=C(C=CC=C1)B(O)O